C1C(CC2=CC=CC=C12)CNC1=C2CN(CC2=CC=C1)C(=O)OC(C)(C)C tert-butyl 4-(((2,3-dihydro-1H-inden-2-yl)methyl)amino)isoindoline-2-carboxylate